FC1=C(C=C(C(=C1NC(=O)C1=CN=C2N1C=CC=C2)C)F)C2=NOC(=N2)[C@H]2CN(CC2)C(=O)OC methyl (R)-3-(3-(2,5-difluoro-3-(imidazo[1,2-a]pyridine-3-carboxamido)-4-methylphenyl)-1,2,4-oxadiazol-5-yl)pyrrolidine-1-carboxylate